1-Phenyl-1H-pyrazolo[3,4-d]pyrimidin C1(=CC=CC=C1)N1N=CC=2C1=NC=NC2